N1(C=NC2=C1C=CC=C2)CC(=O)N(CC2N(CC1=CC=CC=C1C2)C)C 2-(1H-benzo[d]imidazol-1-yl)-N-methyl-N-((2-methyl-1,2,3,4-tetrahydroisoquinolin-3-yl)methyl)acetamide